FC1=C(C(=CC=C1)F)C(C=O)(C)C 2-(2,6-difluoro-phenyl)-2-methylpropionaldehyde